3,8-bis(isocyanatomethyl)tricyclo[5.2.1.02,6]decane N(=C=O)CC1C2C3CC(C(C2CC1)C3)CN=C=O